[I-].C(C)(=O)OCNC(=O)C=1C=[N+](C=CC1)C 3-(Acetoxymethylcarbamoyl)-1-methylpyridinium iodid